5-(4-nitrophenyl)-3-phenyl-4,5-dihydro-1,2,4,5-oxadiazaborole [N+](=O)([O-])C1=CC=C(C=C1)B1NC(=NO1)C1=CC=CC=C1